C(C)(C)N(CCC(CC=C)C)C(C)C N,N-di-isopropyl-N-(3-methyl-5-hexenyl)amine